6-amino-7-(4-phenoxyphenyl)-9-(piperidin-4-yl)-7,9-dihydro-8H-purin-8-one hydrochloride Cl.NC1=C2N(C(N(C2=NC=N1)C1CCNCC1)=O)C1=CC=C(C=C1)OC1=CC=CC=C1